CCC(=O)N The molecule is a monocarboxylic acid amide obtained by the formal condensation of propionic acid with ammonia. It is a monocarboxylic acid amide and a primary fatty amide. It derives from a propionic acid.